ClCC(COC1=CC=C(C=C1)/C=C/C(=O)C1=CC=CC=C1)O (E)-3-[4-(3-Chloro-2-hydroxypropoxy)phenyl]-1-phenylprop-2-en-1-one